NC1=C(C=C(C=C1)CO)P(C)(C)=O (2-amino-5-(hydroxymethyl)phenyl)dimethylphosphine oxide